5-(6-fluoropyridin-3-yl)-4-(4-(4-methyl-4H-1,2,4-triazol-3-yl)piperidin-1-yl)isophthalonitrile FC1=CC=C(C=N1)C=1C(=C(C=C(C#N)C1)C#N)N1CCC(CC1)C1=NN=CN1C